FC=1C=NN2C1C(NC1=C(C(=CC=C21)CN2C[C@@H]1COCC3=C(N1CC2)C=CC(=N3)C(=O)NC)F)=O (R)-3-((3,6-difluoro-4-oxo-4,5-dihydropyrazolo[1,5-a]quinoxalin-7-yl)methyl)-N-methyl-1,2,3,4,4a,5-hexahydro-7H-pyrazino[2,1-c]pyrido[3,2-e][1,4]oxazepine-9-carboxamide